8-((3-acetamidopropyl)amino)octanoic acid heptadec-9-yl ester CCCCCCCCC(CCCCCCCC)OC(CCCCCCCNCCCNC(C)=O)=O